ClC=1C(=C(C=CC1)NC(=S)C1=C(C[C@H](N(C1=O)C(=O)OC(C)(C)C)C)O)OC tert-butyl (2R)-5-[(3-chloro-2-methoxyphenyl)carbamothioyl]-4-hydroxy-2-methyl-6-oxo-3,6-dihydropyridine-1(2H)-carboxylate